C(C(C)C)OC=1C=NC=C(C=O)C1 5-isobutoxynicotinaldehyde